O=C=CC(=O)OCCC[Si](OC)(OC)OC ketoacryloxypropyltrimethoxysilane